[4-Nitro-1-(2-trimethylsilanyl-ethoxymethyl)-1H-pyrazol-3-yl]-methanol [N+](=O)([O-])C=1C(=NN(C1)COCC[Si](C)(C)C)CO